2-(5-(adamantan-1-yl)-2-hydroxybenzylidene)-N-(p-tolyl)hydrazine C12(CC3CC(CC(C1)C3)C2)C=2C=CC(=C(C=NNC3=CC=C(C=C3)C)C2)O